5-bromo-4-chloro-1-methyl-6-(trifluoromethyl)-1H-indazole BrC=1C(=C2C=NN(C2=CC1C(F)(F)F)C)Cl